2-bromo-1-((1S,4S)-1-methyl-2-oxabicyclo[2.2.1]heptan-4-yl)ethan-1-one BrCC(=O)[C@@]12CO[C@@](CC1)(C2)C